N[C@@H]1[C@@H](OCC12CCN(CC2)C=2N=CC(=NC2CO)C2=C(C=CC(=C2Cl)Cl)O)C 2-{5-[(3S,4S)-4-amino-3-methyl-2-oxa-8-azaspiro[4.5]decan-8-yl]-6-(hydroxymethyl)pyrazin-2-yl}-3,4-dichlorophenol